OC1(CCN(CC1)C(=O)OC(C)(C)C)CN1C=NC2=C(C1=O)C=NN2C=2C=NC(=CC2)C2=CC=CC=C2 tert-Butyl 4-hydroxy-4-((4-oxo-1-(6-phenylpyridin-3-yl)-1,4-dihydro-5H-pyrazolo[3,4-d]pyrimidin-5-yl)methyl)piperidine-1-carboxylate